FC1=C(C=C(C(=C1)F)OCCS(=O)C)N1CCNCC1 4-(2,4-difluoro-5-(2-(methylsulfinyl)ethoxy)phenyl)piperazin